ClC=1C=C(C2=C(N1)N(N=C2C)C2COC2)C(=O)O 6-chloro-3-methyl-1-(oxetan-3-yl)-1H-pyrazolo[3,4-b]pyridine-4-carboxylic acid